(2S,4R)-4-(1,1-difluoroethyl)-N-((S,E)-4-(methylsulfonyl)but-3-en-2-yl)-2-phenylpiperidine-1-carboxamide FC(C)(F)[C@H]1C[C@H](N(CC1)C(=O)N[C@@H](C)\C=C\S(=O)(=O)C)C1=CC=CC=C1